BrC1=CC(=C2C(=NN(C2=C1)C)I)C 6-bromo-3-iodo-1,4-dimethyl-indazole